7-(4-phenylcyclohexyl)-4-(1,2,3,4-tetrahydroisoquinolin-6-yl)thieno[2,3-d]pyridazine C1(=CC=CC=C1)C1CCC(CC1)C=1N=NC(=C2C1SC=C2)C=2C=C1CCNCC1=CC2